C(C)(C)(C)C1=C(OC[Al](Cl)Cl)C(=CC=C1)C(C)(C)C 2,6-di-tert-butylphenoxymethyl-aluminum chloride